(R)-3-hydroxy-N,N-dimethyl-3-(p-tolyl)propionamide O[C@H](CC(=O)N(C)C)C1=CC=C(C=C1)C